1-((4-chloro-2-fluorobenzyl)oxy)-2,4-difluoro-5-iodobenzene ClC1=CC(=C(COC2=C(C=C(C(=C2)I)F)F)C=C1)F